FC1CN(C1)C(=O)NC1=CC(=C(C=C1)F)N1N=C2N=CC(=CC2=C1)N1CC2(CSC2)C1 3-fluoro-N-[4-fluoro-3-(5-{2-thia-6-azaspiro[3.3]heptan-6-yl}-2H-pyrazolo[3,4-b]pyridin-2-yl)phenyl]azetidine-1-carboxamide